Cesium Chloride methyl-5-((tert-butoxycarbonyl)(4-methoxybenzyl)amino)-6-chloropyridazine-3-carboxylate COC(=O)C=1N=NC(=C(C1)N(CC1=CC=C(C=C1)OC)C(=O)OC(C)(C)C)Cl.[Cl-].[Cs+]